5-(pyrimidin-2-yl)hexahydropyrrolo[3,4-c]pyrrole-2(1H)-carboxamide N1=C(N=CC=C1)N1CC2C(C1)CN(C2)C(=O)N